O=C1NC(CCC1N1C(N(C2=C1C=CC(=C2)N2CCN(CC2)C2CCC(CC2)N(C(OC(C)(C)C)=O)C)C)=O)=O tert-butyl N-(4-{4-[1-(2,6-dioxopiperidin-3-yl)-3-methyl-2-oxo-1,3-benzodiazol-5-yl]piperazin-1-yl}cyclohexyl)-N-methylcarbamate